(4-fluorophenyl)-4-hydroxy-1-(2-morpholinoethyl)-2-oxo-N-(spiro[3.3]hept-2-yl)-1,2-dihydro-1,8-naphthyridine-3-carboxamide FC1=CC=C(C=C1)C1=C2C(=C(C(N(C2=NC=C1)CCN1CCOCC1)=O)C(=O)NC1CC2(C1)CCC2)O